Bispyrazine ammonium salt [NH4+].N1=CC=NC=C1.N1=CC=NC=C1